ClC=1N=C(C2=C(N1)C(=C(N=C2)C2=CC(=CC1=CC=C(C(=C21)CC)F)OCOC)F)NC21CCC(CC2)(CC1)C#N 4-((2-chloro-7-(8-ethyl-7-fluoro-3-(methoxymethoxy)naphthalen-1-yl)-8-fluoropyrido[4,3-d]pyrimidin-4-yl)amino)bicyclo[2.2.2]octane-1-carbonitrile